ClC1=C(C=C2C(=N1)N=C(O2)N2CCCC2)[N+](=O)[O-] 5-chloro-6-nitro-2-(pyrrolidin-1-yl)oxazolo[4,5-b]pyridine